NC=1C(=CC(=NC1)NC1=NC=C(C#N)C=C1Cl)N[C@H](C)C#N (R)-6-((5-amino-4-((1-cyanoethyl)amino)pyridin-2-yl)amino)-5-chloronicotinonitrile